FC=1C=C(C=CC1)NC(C(=O)N[C@H](C(=O)N[C@@H](CCC(=O)O)C(COC1=C(C(=CC(=C1F)F)F)F)=O)C)=O (S)-4-((S)-2-(2-((3-fluorophenyl)amino)-2-oxoacetamido)propanamido)-5-oxo-6-(2,3,5,6-tetrafluorophenoxy)hexanoic acid